tetramethylchloroformamidinium hexafluorophosphate hexafluorophosphate F[P-](F)(F)(F)(F)F.F[P-](F)(F)(F)(F)F.CN(C(=[N+](C)C)Cl)C.CN(C(=[N+](C)C)Cl)C